1-(2-aminoethyl)-N-[(3-fluoropyridin-2-yl)methyl]-1H-pyrazole-4-carboxamide dihydrochloride Cl.Cl.NCCN1N=CC(=C1)C(=O)NCC1=NC=CC=C1F